O1C(=CC=C1)C1=CC(=C(C=C1)NC1=CC=NC2=CC(=CC=C12)C)OC N-(4-(furan-2-yl)-2-methoxy-phenyl)-7-methylquinolin-4-amine